N[C@H]1CN(CCC1)C(CN1CCN(CC1)C1=C2C(N(C(C2=CC=C1)=O)C1C(NC(CC1)=O)=O)=O)=O 4-(4-(2-((R)-3-aminopiperidin-1-yl)-2-oxoethyl)piperazin-1-yl)-2-(2,6-dioxopiperidin-3-yl)isoindoline-1,3-dione